Cl/C=C/C1=NSC(O1)=O (E)-5-(2-chloroethenyl)-1,3,4-oxathiazol-2-one